O=C1NC(SC1)=NN=C(C)C1=CC=CC=C1 4-oxo-2-((1-phenylethylidene)hydrazineylidene)thiazolidin